tert-butyl (2R,4S)-2-(((S)-1-((4-((Z)-N'-(((tert-butoxycarbonyl)-L-valyl)oxy)carbamimidoyl)benzyl)amino)-1-oxopropan-2-yl)carbamoyl)-4-phenylpiperidine-1-carboxylate C(C)(C)(C)OC(=O)N[C@@H](C(C)C)C(=O)O\N=C(/N)\C1=CC=C(CNC([C@H](C)NC(=O)[C@@H]2N(CC[C@@H](C2)C2=CC=CC=C2)C(=O)OC(C)(C)C)=O)C=C1